P(=O)(OOCC)([O-])[O-] ethyloxy phosphate